C1(CC1)NC([C@H](CSSC[C@@H](C(=O)NC1CC1)NC)NC)=O N,N'-Dimethyl-L-cystine bis(cyclopropylamide)